2-((1-(tert-butoxycarbonyl)azetidin-3-yl)amino)-5-methylisonicotinic acid C(C)(C)(C)OC(=O)N1CC(C1)NC=1C=C(C(=O)O)C(=CN1)C